NC1=NC(N(C=C1)[C@@H]1O[C@@]([C@@H](C1)O)(CO)CCl)=O 4-amino-1-((2R,4R,5R)-5-(chloromethyl)-4-hydroxy-5-(hydroxymethyl)tetrahydrofuran-2-yl)pyrimidin-2(1H)-one